C(#N)CCS(=O)(=O)N(C=1C=NC=C(C1)C)CC=1SC(=CN1)C=1OC(=NN1)C(F)F 2-cyano-N-({5-[5-(difluoromethyl)-1,3,4-oxadiazol-2-yl]-1,3-thiazol-2-yl}methyl)-N-(5-methylpyridin-3-yl)ethane-1-sulfonamide